ClC1=C(C=CC(=C1)Cl)C1(CC1)C#N 1-(2,4-Dichlorophenyl)-1-cyclopropanecarbonitrile